N1CCC12CN(C2)C=2C=CC=1N=CN=C(C1N2)NC2=CC1=C(C=NS1)C=C2 N-(6-(1,6-Diazaspiro[3.3]heptan-6-yl)pyrido[3,2-d]pyrimidin-4-yl)benzo[d]isothiazol-6-amine